COC1=CC=C(C=C1)C(OCCOCCOCCOCCNC(OCC1=CC=CC=C1)=O)(C1=CC=CC=C1)C1=CC=C(C=C1)OC benzyl (1,1-bis(4-methoxyphenyl)-1-phenyl-2,5,8,11-tetraoxatridecan-13-yl)carbamate